ClC1=C(C=NNC1=O)NC[C@@H]1COCCC1 5-chloro-4-[[(3R)-tetrahydropyran-3-yl]methylamino]-1H-pyridazin-6-one